FC(F)(F)[Li] trifluoromethylLithium